BrC(C(=O)O)(C)C.BrC(C(=O)O)(C)C.BrC(C(=O)O)(C)C.C(O)C(CC)(CO)CO trimethylolpropane tri(alpha-bromoisobutyrate)